OC1CC(N(C(C1)C)C(=O)OC(C)(C)C)C tert-butyl 4-hydroxy-2,6-dimethylpiperidine-1-carboxylate